C(C)(C)C(COC)(COC)CCCCC 2-isopropyl-2-n-pentyl-1,3-dimethoxypropane